2-(4-chlorophenyl)-N-(6-fluoro-1-oxo-4-phenylphthalazin-2(1H)-yl)acetamide ClC1=CC=C(C=C1)CC(=O)NN1C(C2=CC=C(C=C2C(=N1)C1=CC=CC=C1)F)=O